1,1,2,2-tetrafluorobutane-1-sulfonic acid FC(C(CC)(F)F)(S(=O)(=O)O)F